C1(=CC=CC=2C3=CC=CC=C3C3=CC=CC=C3C12)C=1C(=C(C=CC1)C1=CC=CC=C1)C1=NC=CC(=N1)C1=CC=CC=C1 (triphenylenyl)(phenylpyrimidinyl)biphenyl